bis{[1-(α-D-Mannopyranosyl)-1H-1,2,3-triazol-4-yl]methyl}amine [C@H]1([C@@H](O)[C@@H](O)[C@H](O)[C@H](O1)CO)N1N=NC(=C1)CNCC=1N=NN(C1)[C@@H]1[C@@H](O)[C@@H](O)[C@H](O)[C@H](O1)CO